(2S)-1-[2-[(3R)-3-(7-quinolylamino)pyrrolidin-1-yl]acetyl]pyrrolidine-2-carbonitrile N1=CC=CC2=CC=C(C=C12)N[C@H]1CN(CC1)CC(=O)N1[C@@H](CCC1)C#N